6-(Didodecylamino)hexanoic acid C(CCCCCCCCCCC)N(CCCCCC(=O)O)CCCCCCCCCCCC